4-(2,7-cyclooctadieneyl)butyltrichlorosilane C1(C=CCCCC=C1)CCCC[Si](Cl)(Cl)Cl